pyrimidin-2-yl-morpholine N1=C(N=CC=C1)N1CCOCC1